O=C1NC(CCC1C1=CC=C(C=C1)N1C[C@@H](CC1)N(C(OC(C)(C)C)=O)CCO)=O tert-Butyl N-[(3R)-1-[4-(2,6-dioxo-3-piperidyl)phenyl]pyrrolidin-3-yl]-N-(2-hydroxy ethyl)carbamate